C(#N)C=1C=C(C=CC1)C=1N=C(SC1C1=CC(=NC(=C1)C)C)NC(=O)N1CCC(CC1)CN1CCOCC1 N-[4-(3-cyanophenyl)-5-(2,6-dimethyl-4-pyridinyl)thiazol-2-yl]-4-(morpholinomethyl)piperidine-1-carboxamide